3-(18-ethyl-13-(hydroxymethyl)-2,5,8,12,17-pentamethyl-7h,8h-porphyrin-7-yl)propionic acid methyl ester copper [Cu].COC(CCC1C2=C(C3=CC(=C(N3)C=C3C(=C(C(C=C4C(=C(C(=CC(C1C)=N2)N4)C)CO)=N3)C)CC)C)C)=O